C[C@H]1[C@@H]([C@H]([C@H]([C@@H](O1)O[C@@H]2[C@H]([C@@H]([C@H](O[C@H]2O[C@H]3CO[C@H]([C@@H]([C@H]3O)O[C@H]4[C@@H]([C@H]([C@@H]([C@H](O4)CO)O)O)O)O[C@H]5CC[C@]6([C@H](C5(C)C)CC[C@@]7([C@@H]6CC=C8[C@]7(C[C@H]([C@@]9([C@H]8CC(CC9)(C)C)CO)O)C)C)C)CO)O)O)O)O)O The molecule is a triterpenoid saponin that is composed of primulagenin A having a alpha-L-rhamnopyranosyl-(1->2)-beta-D-glucopyranosyl-(1->4)-[beta-D-glucopyranosyl-(1->2)]-alpha-L-arabinopyranosyl moiety attached to position 3 by a glycosidic linkage. It is isolated from the whole plants of Ardisia pusilla and exhibits cytotoxic activity against human gliboblastoma U251MG cells. It has a role as an antineoplastic agent and a plant metabolite. It is a tetrasaccharide derivative, a pentacyclic triterpenoid and a triterpenoid saponin. It derives from a primulagenin A.